ClC1=CC=C(OC2=CC3=C(CCNCC3)C=C2)C=C1 7-(4-Chlorophenoxy)-1,2,4,5-tetrahydro-3H-benzo[d]azepine